C(CC=1SC=CC1)C=1SC=CC1 ethylenedithiophene